1-(aminomethyl)ferrocene NC[C-]1C=CC=C1.[CH-]1C=CC=C1.[Fe+2]